tetramercaptopropionic acid SC(C(C(=O)O)(S)S)S